3,6,9,12,15-pentaoxoheptadecanoic acid O=C(CC(=O)O)CCC(CCC(CCC(CCC(CC)=O)=O)=O)=O